C(C)(C)(C)OC(=O)N1C=CC2=C(C(=CC(=C12)C)C)CN1[C@@H](CC2(CC(C2)(F)F)CC1)C1=CC=C(C=C1)C(=O)OC (S)-4-((2,2-difluoro-6-(4-(methoxycarbonyl)phenyl)-7-azaspiro[3.5]non-7-yl)methyl)-5,7-dimethyl-1H-indole-1-carboxylic acid tert-butyl ester